N[C@H](C(=O)O)[C@H](C)OCC (2S,3S)-2-AMINO-3-ETHOXYBUTANOIC ACID